2-(2-((5-(2-aminoquinolin-6-yl)-1-isopropyl-1H-indazol-3-yl)methoxy)phenyl)acetic acid NC1=NC2=CC=C(C=C2C=C1)C=1C=C2C(=NN(C2=CC1)C(C)C)COC1=C(C=CC=C1)CC(=O)O